BrC1=C(C(=CC=C1)Br)C1=CC=CC=C1 2,6-dibromobiphenyl